2,5-bis(isothiocyanatomethyl)tetrahydrothiophene S-(4-(1,3-dioxoisoindolin-2-yl)butyl)ethanethioate O=C1N(C(C2=CC=CC=C12)=O)CCCCS=C(C)O.N(=C=S)CC1SC(CC1)CN=C=S